(E)-1,2-bis(3-nitro-1-(trinitromethyl)-1H-1,2,4-triazol-5-yl)diazene tert-butyl-N-[1-(5-bromopyrimidin-2-yl)-3,3-difluorocyclobutyl]carbamate C(C)(C)(C)OC(NC1(CC(C1)(F)F)C1=NC=C(C=N1)Br)=O.[N+](=O)([O-])C1=NN(C(=N1)\N=N\C1=NC(=NN1C([N+](=O)[O-])([N+](=O)[O-])[N+](=O)[O-])[N+](=O)[O-])C([N+](=O)[O-])([N+](=O)[O-])[N+](=O)[O-]